NC1=CC(=NC=C1)NC(OC(C)(C)C)=O tert-butyl (4-aminopyridin-2-yl)carbamate